tridecane-1,7,13-triol C(CCCCCC(CCCCCCO)O)O